N-(4-tertiary butyl-2-(3,5-diphenyl-2-(trifluoromethyl)-2,3-dihydro-1,3,4-oxadiazol-2-yl)phenyl)-4-methylbenzenesulfonamide C(C)(C)(C)C1=CC(=C(C=C1)NS(=O)(=O)C1=CC=C(C=C1)C)C1(OC(=NN1C1=CC=CC=C1)C1=CC=CC=C1)C(F)(F)F